C(C=C)OC1=CC=C(C(=C1CO)Cl)Cl (6-(Allyloxy)-2,3-dichlorophenyl)methanol